(S)-3-(isoquinolin-4-yl)-1-(2-methoxy-4-(trifluoromethyl)phenyl)-2-oxoimidazoline-4-carbonitrile C1=NC=C(C2=CC=CC=C12)N1C(N(C[C@H]1C#N)C1=C(C=C(C=C1)C(F)(F)F)OC)=O